CC1C(O1)C(=O)C1=CC=CC=C1 (3-methyl-2-oxiranyl)phenyl-methanone